C1(=CC=CC=C1)P(=O)(C1=CC=CC=C1)C1=CC=2C(C3=CC(=CC=C3C2C=C1)P(=O)(C1=CC=CC=C1)C1=CC=CC=C1)(C1=CC=CC=C1)C=1C=CC=2N(C3=CC=CC=C3C2C1)C1=CC=CC=C1 3-(2,7-bis(diphenylphosphoryl)-9-phenyl-9H-fluoren-9-yl)-9-phenyl-9H-carbazole